CC1=NC(=NC(=C1)C)NC(=S)NC(=O)C=1C=NC=CC1 N-[(4,6-dimethylpyrimidin-2-yl)carbamothioyl]pyridine-3-carboxamide